2-{3-[(3S)-3-(hydroxymethyl)piperazin-1-yl]-1,2,4-triazin-6-yl}-5-(2H-1,2,3-triazol-2-yl)phenol dihydrochloride Cl.Cl.OC[C@@H]1CN(CCN1)C=1N=NC(=CN1)C1=C(C=C(C=C1)N1N=CC=N1)O